1-((1S,4S)-5-(4-((3-Chloro-2-fluoro-4-(((S)-2-methyltetrahydrofuran-2-yl)methoxy)phenyl)amino)pyrido[3,2-d]pyrimidin-6-yl)-2,5-diazabicyclo[2.2.1]heptan-2-yl)prop-2-en-1-one ClC=1C(=C(C=CC1OC[C@]1(OCCC1)C)NC=1C2=C(N=CN1)C=CC(=N2)N2[C@@H]1CN([C@H](C2)C1)C(C=C)=O)F